trinormal octyltrimellitic acid C(CCCCCCC)C=1C(=C(C(=C(C1C(=O)O)C(=O)O)CCCCCCCC)C(=O)O)CCCCCCCC